2',4',6'-trichloro-[1,1'-biphenyl]-4-carbaldehyde ClC1=C(C(=CC(=C1)Cl)Cl)C1=CC=C(C=C1)C=O